C[C@@H]1CC2=NN3C(C(N(C[C@H]3C)C(C)C=3C=NC(=NC3)C(=C)C)=O)=C2CN1 (3R,7R)-3,7-dimethyl-9-(1-(2-(prop-1-en-2-yl)pyrimidin-5-yl)ethyl)-1,2,3,4,8,9-hexahydropyrido[4',3':3,4]pyrazolo[1,5-a]pyrazin-10(7H)-one